C(#N)C=1C=CC=C2C(=CNC12)C=1N=C(C(=NC1)OC1CN(CC1)C(=O)OC(C)(C)C)C tert-butyl 3-[[5-(7-cyano-1H-indol-3-yl)-3-methylpyrazin-2-yl]oxy]pyrrolidine-1-carboxylate